C(C)OC(CC(C)O)=O 4-Ethoxy-4-oxobutan-2-ol